(S)-1-(4-bromophenyl)ethanamine BrC1=CC=C(C=C1)[C@H](C)N